3-(2-((2s,5r)-5-isopropyl-3,6-dimethoxy-2,5-dihydropyrazin-2-yl)ethyl)benzaldehyde C(C)(C)[C@H]1N=C([C@@H](N=C1OC)CCC=1C=C(C=O)C=CC1)OC